2-chloro-N,N-diethyl-4-((1-(1-(3,3,3-trifluoro-2-hydroxy-2-phenylpropanoyl)piperidin-4-yl)azetidin-3-yl)amino)benzamide ClC1=C(C(=O)N(CC)CC)C=CC(=C1)NC1CN(C1)C1CCN(CC1)C(C(C(F)(F)F)(C1=CC=CC=C1)O)=O